N1(CCCCC1)CCOCC1=CC=CC=N1 6-((2-(piperidin-1-yl)ethoxy)methyl)pyridin